ClC=1C(=NC(=NC1)NC1=C(C=C(C(=C1)C)N1CCNCC1)OC(C)C)NC1=C(C=CC=C1)S(=O)(=O)C(C)C 5-chloro-N2-(2-isopropoxy-5-methyl-4-(piperazin-1-yl)phenyl)-N4-(2-(isopropyl-Sulfonyl)phenyl)pyrimidine-2,4-diamine